5-(1-Amino-1-(4-fluorophenyl)ethyl)pyrimidin NC(C)(C1=CC=C(C=C1)F)C=1C=NC=NC1